[N+](=O)([O-])C1=CC=C(C=N1)N1CCC(CC1)CC1=CC=C(C(=O)OC)C=C1 methyl 4-((1-(6-nitropyridin-3-yl)piperidin-4-yl)methyl)benzoate